[(S)-1-Amino-2-methylbutoxy]methylmethyl 2-[(o-ethoxyphenoxy)-methyl]-4-morpholinecarboxylate, hydrochloride Cl.C(C)OC1=C(OCC2CN(CCO2)C(=O)OCCO[C@@H](C(CC)C)N)C=CC=C1